methyl (1s,4s)-4-{4-[(tert-butoxycarbonyl)(methyl)amino]piperidine-1-carbonyl}cyclohexane-1-carboxylate C(C)(C)(C)OC(=O)N(C1CCN(CC1)C(=O)C1CCC(CC1)C(=O)OC)C